1,4-di-tert-butyl-terephthalate C(C)(C)(C)C1(C(=O)[O-])C=CC(C(=O)[O-])(C=C1)C(C)(C)C